CN(C1=CC=C2C=C(C(OC2=C1)=O)C(=O)O)C 7-dimethylaminocoumarin-3-carboxylic acid